9-chloro-2-(4-(dimethylamino)bicyclo[2.2.2]oct-1-yl)-6-((4-methoxy-6-methyl-2-oxo-1,2-dihydropyridin-3-yl)methyl)-2,4-dimethyl-7,8-dihydro[1,3]dioxolo[4,5-g]isoquinolin-5(6H)-one ClC=1C=2CCN(C(C2C(=C2C1OC(O2)(C)C21CCC(CC2)(CC1)N(C)C)C)=O)CC=1C(NC(=CC1OC)C)=O